ethyl-2,3,3-trimethylbutyrate C(C)OC(C(C(C)(C)C)C)=O